Tert-butyl (1R,5S)-3-(7H-pyrrolo[2,3-d]pyrimidin-4-yl)-3,8-diazabicyclo[3.2.1]octane-8-carboxylate N1=CN=C(C2=C1NC=C2)N2C[C@H]1CC[C@@H](C2)N1C(=O)OC(C)(C)C